(3R)-3-[(1S)-1-[(5-bromopyrazin-2-yl)methyl]-2-tert-butoxy-2-oxoethyl]pyrrolidine-1-carboxylic acid tert-butyl ester C(C)(C)(C)OC(=O)N1C[C@H](CC1)[C@@H](C(=O)OC(C)(C)C)CC1=NC=C(N=C1)Br